N2-(4-methoxy-3-(1H-pyrrolo[2,3-c]pyridin-2-yl)phenyl)-N4,6-dimethylpyrimidine-2,4-diamine COC1=C(C=C(C=C1)NC1=NC(=CC(=N1)NC)C)C1=CC=2C(=CN=CC2)N1